FC1=C(C=C(C=C1)F)CC(=O)N[C@H](C(=O)O)CCN(CCCCC1=NC=2NCCCC2C=C1)C[C@@H](CF)OC (S)-2-(2-(2,5-difluorophenyl)acetamido)-4-(((S)-3-fluoro-2-methoxypropyl)(4-(5,6,7,8-tetrahydro-1,8-naphthyridin-2-yl)butyl)amino)butanoic acid